RAC-4-(CYCLOHEXYLOXY)-N-(1-(2-(4-(4-(2,6-DIOXOPIPERIDIN-3-YL)PHENYL)PIPERIDIN-1-YL)ACETYL)PIPERIDIN-4-YL)-1-(6-(2-HYDROXYPHENYL)PYRIDAZIN-4-YL)-N-METHYLPIPERIDINE-4-CARBOXAMIDE C1(CCCCC1)OC1(CCN(CC1)C1=CN=NC(=C1)C1=C(C=CC=C1)O)C(=O)N(C)C1CCN(CC1)C(CN1CCC(CC1)C1=CC=C(C=C1)[C@@H]1C(NC(CC1)=O)=O)=O |r|